F[C@@H]\1[C@H]2CC[C@@H](C/C1=C/C=1N=NC(=CN1)C=1C=C3C=CN=CC3=CC1O)N2 6-(3-((Z)-((1R,2S,5S)-2-fluoro-8-azabicyclo[3.2.1]octan-3-ylidene)methyl)-1,2,4-triazin-6-yl)isoquinolin-7-ol